ClC1=CC=C(C=C1)C1=NOC(=N1)N1CCC(CC1)C(=O)NCC1=CC=C(C=C1)CC 1-(3-(4-chlorophenyl)-1,2,4-oxadiazol-5-yl)-N-(4-ethylbenzyl)piperidine-4-carboxamide